C(#N)CC1(CC1)CN1C=NC2=C1C=CC=C2F 1-((1-(cyanomethyl)cyclopropyl)methyl)-4-fluoro-1H-benzo[d]imidazole